CN(C)CC=1C=C2CCNCC2=C(C1)N[C@@H]1COCC1 (S)-6-((dimethylamino)methyl)N-(tetrahydrofuran-3-yl)-1,2,3,4-tetrahydroisoquinolin-8-amine